FC([C@@H](O[P@](=O)(OC1=CC=CC2=CC=CC=C12)N[C@@H](C)C(=O)OCC1=CC=CC=C1)[C@H]1O[C@H](C[C@@H]1O)N1C(NC(C(=C1)F)=O)=O)F benzyl ((S)-((S)-2,2-difluoro-1-((2S,3S,5R)-5-(5-fluoro-2,4-dioxo-3,4-dihydropyrimidin-1(2H)-yl)-3-hydroxytetrahydrofuran-2-yl)ethoxy)(naphthalen-1-yloxy)phosphoryl)-L-alaninate